6-bromo-1-(1H-pyrazol-1-yl)isoquinoline BrC=1C=C2C=CN=C(C2=CC1)N1N=CC=C1